[Si](C)(C)(C(C)(C)C)OCCOC=1C(=NC=CC1[N+](=O)[O-])Cl 3-(2-((tert-butyl-dimethylsilyl)oxy)ethoxy)-2-chloro-4-nitropyridine